CN1CCC(CC1)NC1=NC=2CN(CCC2C(=C1C#N)N1CCNCC1)C1=C2C=NN(C2=CC=C1)COCC[Si](C)(C)C 2-((1-methylpiperidin-4-yl)amino)-4-(piperazin-1-yl)-7-(1-((2-(trimethylsilyl)ethoxy)methyl)-1H-indazol-4-yl)-5,6,7,8-tetrahydro-1,7-naphthyridine-3-carbonitrile